C(C)(C)(C)OC(=O)N1CCC2(CC(C2)C#CC2=C(N=NC(=C2)Cl)N)CC1 2-((3-Amino-6-chloropyridazin-4-yl)ethynyl)-7-azaspiro[3.5]nonane-7-carboxylic acid tert-butyl ester